C[C@H](CCCC(C)C)[C@H]1CC[C@@H]\\2[C@@]1(CCC/C2=C\\C=C/3\\C[C@H](C[C@@H](C3=C)O)O)C The molecule is a member of the class of D3 vitamins that is calciol in which the hydrogen at the 1alpha position is replaced by a hydroxy group. It is an active metabolite of cholecalciferol, which performs important functions in regulation of the calcium balance and the bone metabolism. It has a role as a bone density conservation agent. It is a member of D3 vitamins, a seco-cholestane, a hydroxycalciol and a diol. It derives from a calciol.